NC1=NN(C=C1CNC(OC(C)(C)C)=O)C(N(C)C)=O tert-butyl ((3-amino 1-(dimethyl carbamoyl) 1H-pyrazol-4-yl)methyl)carbamate